racemic-1-[1-(3-azetidin-3-yl-5-chloro-2-methoxy-4-methylphenyl)ethyl]-3-methyl-1H-pyrazolo[3,4-d]pyrimidin-4-amine dihydrochloride Cl.Cl.N1CC(C1)C=1C(=C(C=C(C1C)Cl)[C@@H](C)N1N=C(C=2C1=NC=NC2N)C)OC |r|